COC1=CC=C2N=CC(NC2=C1)=O 7-Methoxyquinoxalin-2(1H)-one